BrC1=CC2=C(N=CS2)C(C1F)C(=O)OC methyl 6-bromo-5-fluoro-4,5-dihydro-cyclohexa[1,2-d][1,3]thiazole-4-carboxylate